(2R,3R,11bR)-3-(2,2-dimethylpropyl)-10-methoxy-9-{[4-(trifluoro-methyl)phenyl]methoxy}-1H,2H,3H,4H,6H,7H,11bH-pyrido[2,1-a]isoquinolin-2-ol CC(C[C@H]1[C@@H](C[C@H]2N(CCC3=CC(=C(C=C23)OC)OCC2=CC=C(C=C2)C(F)(F)F)C1)O)(C)C